CC1=CC=C(C=C1)S(=O)(=O)ON=C1C(C=CC(=C1)OC)CC#N alpha-((4-toluenesulfonyloxyimino)-4-methoxyphenyl)acetonitrile